C(C)(C)(C)OC(=O)NCC1(C2CCN(CC12)C(=O)OCC1=CC=CC=C1)C1=NOC=C1C benzyl 7-(((tert-butoxycarbonyl)amino)methyl)-7-(4-methylisoxazol-3-yl)-3-azabicyclo[4.1.0]heptane-3-carboxylate